O1C(=NN=C1)CC1=C(C=C(CN2C(N(C3=C2C=CC=C3)C(=O)OC(C)(C)C)=O)C=C1)Cl tert-butyl 3-(4-((1,3,4-oxadiazol-2-yl)methyl)-3-chlorobenzyl)-2-oxo-2,3-dihydro-1H-benzo[d]imidazole-1-carboxylate